COC1=CC=C(C=C1)N1C(=NC2=CC=C(C=C2C1=O)[N+](=O)[O-])[C@H](C)N(C(OCC1C2=CC=CC=C2C=2C=CC=CC12)=O)C (9H-fluoren-9-yl)methyl (S)-(1-(3-(4-methoxyphenyl)-6-nitro-4-oxo-3,4-dihydroquinazolin-2-yl)ethyl)(methyl)carbamate